R-(-)-carvone CC1=CC[C@H](CC1=O)C(=C)C